6-((1,4-dimethoxy-3-methylnaphthalen-2-yl)methyl)benzo[d]thiazole tert-butyl-(1-(4-butyl-2-methoxy-5-(methylsulfonyl)phenyl)propan-2-yl)carbamate C(C)(C)(C)N(C(O)=O)C(CC1=C(C=C(C(=C1)S(=O)(=O)C)CCCC)OC)C.COC1=C(C(=C(C2=CC=CC=C12)OC)C)CC1=CC2=C(N=CS2)C=C1